1-methyl-1,2,3,4-tetrahydroquinolin-3-ol CN1CC(CC2=CC=CC=C12)O